COC1=CC2=C(C3=C(COC3=O)C=C2C=C1OC)C=1C=NC(=NC1)NCC(=O)OCC Ethyl (5-(6,7-dimethoxy-3-oxo-1,3-dihydronaphtho[2,3-c]furan-4-yl)pyrimidin-2-yl)glycinate